1-methyl-5-[[2-[5-(trifluoromethyl)-1H-imidazol-2-yl]-4-pyridinyl]oxy]-N-[4-(trifluoromethyl)phenyl]-1H-benzimidazol-2-amine CN1C2=C(C=C(C=C2)OC3=CC(=NC=C3)C4=NC=C(N4)C(F)(F)F)N=C1NC5=CC=C(C=C5)C(F)(F)F